COC1=CC=C2C(=NC=NC2=C1)N1CCC2(CCN(C2)S(=O)(=O)N)CC1 8-(7-methoxyquinazolin-4-yl)-2,8-diazaspiro[4.5]decane-2-sulfonamide